4-fluoro-N-(4-methoxybenzyl)-N-methyl-3-(4,4,5,5-tetramethyl-1,3,2-dioxaborolan-2-yl)benzenesulfonamide FC1=C(C=C(C=C1)S(=O)(=O)N(C)CC1=CC=C(C=C1)OC)B1OC(C(O1)(C)C)(C)C